sodium hydroxide, hydrochloride Cl.[OH-].[Na+]